15-(3-(2-(trifluoromethyl)pyridin-4-yl)ureido)pentadecanoic acid FC(C1=NC=CC(=C1)NC(NCCCCCCCCCCCCCCC(=O)O)=O)(F)F